C(=CCCC)CCO[SiH](C)C 2-pentenyldimethylethoxysilane